FC1(CC(C1)(C)CN1N=C(C(=C1C(=O)OC)C(F)(F)F)C1C(C1)(F)F)F Methyl 1-((3,3-difluoro-1-methylcyclobutyl)methyl)-3-(2,2-difluorocyclopropyl)-4-(trifluoromethyl)-1H-pyrazole-5-carboxylate